C1(CCC1)OC=1C=C(C=CC1)C1=CC(=NN1C1=C(C=CC=C1)F)COC(C(=O)OC)(C)C Methyl 2-([5-(3-cyclobutoxyphenyl)-1-(2-fluorophenyl)-1H-pyrazol-3-yl]methoxy)-2-methylpropanoate